C(C)(C)C1CN(CCN1)C1=CC=C(N=N1)C1=NC=C(C=C1O)\C=C\C=1C=NN(C1)C1OCCCC1 2-[6-(3-isopropylpiperazin-1-yl)pyridazin-3-yl]-5-[(E)-2-(1-tetrahydropyran-2-ylpyrazol-4-yl)vinyl]pyridin-3-ol